BrC=1C2=C(C=NC1)N(C(N2C)=O)CC(=O)NC2=CC=C(C=C2)F 2-(7-bromo-1-methyl-2-oxo-1,2-dihydro-3H-imidazo[4,5-c]pyridin-3-yl)-N-(4-fluorophenyl)acetamide